CC1=CC=CC1.CC1=CC=CC1.[Mg] magnesium bis(methylcyclopentadiene)